2-{3-[3-(methylamino)pyrrolidin-1-yl]-1,2,4-triazin-6-yl}-5-(1-methyl-1H-pyrazolo[3,4-b]pyridin-5-yl)phenol CNC1CN(CC1)C=1N=NC(=CN1)C1=C(C=C(C=C1)C=1C=C2C(=NC1)N(N=C2)C)O